4-[7-amino-4-(1-methyl-1H-indazol-6-yl)-1-oxo-2,3-dihydro-1H-isoindol-2-yl]but-2-enenitrile NC=1C=CC(=C2CN(C(C12)=O)CC=CC#N)C1=CC=C2C=NN(C2=C1)C